CN1N=C(C=C1CN1[C@@H](CCCC1)C(=O)O)C(=O)NC=1C(=C(C=CC1)C1=CC=CC=C1)C (2S)-1-[(1-methyl-3-{[(2-methylbiphenyl-3-yl)amino]carbonyl}-1H-pyrazol-5-yl)methyl]piperidine-2-carboxylic acid